CC1=C(C(=NC=C1)C1=C(C(=C(C(=C1F)F)F)F)F)B(O)O 4-METHYL-2-(PERFLUOROPHENYL)PYRIDINE-3-BORONIC ACID